(1H-benzimidazole-4,6-disulfonic acid), monosodium salt [Na+].N1C=NC2=C1C=C(C=C2S(=O)(=O)[O-])S(=O)(=O)O